(4'-(Piperidin-4-yl)-5-(4-(4-(trifluoromethyl)phenyl)-1H-1,2,3-triazol-1-yl)-[1,1'-biphenyl]-3-yl)methyl dihydrogen phosphate P(=O)(OCC=1C=C(C=C(C1)N1N=NC(=C1)C1=CC=C(C=C1)C(F)(F)F)C1=CC=C(C=C1)C1CCNCC1)(O)O